FC1=C(C=NC(=C1)OCC[Si](C)(C)C)N1C(=NC2=C(C1=O)SC=N2)SCC2=C(C=C(C=C2F)F)F 6-(4-Fluoro-6-(2-(trimethylsilyl)ethoxy)pyridin-3-yl)-5-((2,4,6-trifluorobenzyl)thio)-thiazolo[4,5-d]pyrimidin-7(6H)-one